(2E)-N-{3-[2-(4-chloro-3-fluorophenoxy)acetylamino]bicyclo[1.1.1]pentan-1-yl}-3-(3,4-dichlorophenyl)prop-2-enamide ClC1=C(C=C(OCC(=O)NC23CC(C2)(C3)NC(\C=C\C3=CC(=C(C=C3)Cl)Cl)=O)C=C1)F